ClC=1C(N(C(=CC1OCC1=CC=C(C=C1)OC)C)C1=CC(=NC=C1C)C(=C)OCC)=O 3-chloro-2'-(1-ethoxyethenyl)-4-[(4-methoxyphenyl)methoxy]-5',6-dimethyl-[1,4'-bipyridin]-2-one